N1N=C(C=2C1=NC=CC2)C2=CC(=CN2)C(=O)O 5-(1H-pyrazolo[3,4-b]pyridin-3-yl)-1H-pyrrole-3-carboxylic acid